N12C(=CCC2CC1)C(=O)O 1-azabicyclo[3.2.0]hept-2-ene-2-carboxylic acid